N1C=C(C2=CC=CC=C12)S(=O)(=O)NC(OC(C)(C)C)=O tert-butyl ((1H-indol-3-yl)sulfonyl)carbamate